CC1(NN2C(C(=CC=C2)OC)C1(C(=O)OCC)C)C(=O)OCC diethyl 2,3-dimethyl-4-methoxypyrazolo[1,5-a]pyridine-2,3-dicarboxylate